C(C1=CC=CC=C1)N(C1CCC(CC1)C1(CC1)O)CC1=CC=CC=C1 1-[(1r,4r)-4-(dibenzylamino)cyclohexyl]cyclopropan-1-ol